CN(C1=CC=C(C=C1)/N=N/C1=CC=C(C=C1)S(=O)(=O)NC1=CC2=C(SC(=C2)/C=C/C(=O)NO)C=C1)C (E)-3-(5-(4-((E)-(4-(dimethylamino)phenyl)diazenyl)phenylsulfonamido)benzo[b]thiophen-2-yl)-N-hydroxyacrylamide